heptadecafluoro-n-octyl-naphthyridine FC(C(C(C(C(C(C(C1=NC2=NC=CC=C2C=C1)(F)F)(F)F)(F)F)(F)F)(F)F)(F)F)(C(F)(F)F)F